FC=1C=C2C(=NC=3N(C2=CC1)C=NN3)NC3=C(C(=CC=C3)C#CC(C(F)(F)F)(C)C)F 7-fluoro-N-(2-fluoro-3-(4,4,4-trifluoro-3,3-dimethylbut-1-yn-1-yl)phenyl)-[1,2,4]triazolo[4,3-a]quinazolin-5-amine